CN1C=CC2=C(C=CC=C12)CNCC(=O)O 2-{[(1-methyl-1H-indol-4-yl)methyl]amino}acetic acid